2-amino-6-(5-chloro-1-methyl-1H-pyrazol-4-yl)pyrimidin-4-ol tert-butyl-4-[4-(4,4,5,5-tetramethyl-1,3,2-dioxaborolan-2-yl)pyrazol-1-yl]piperidine-1-carboxylate C(C)(C)(C)C1N(CCC(C1)N1N=CC(=C1)B1OC(C(O1)(C)C)(C)C)C(=O)OC1=NC(=NC(=C1)C=1C=NN(C1Cl)C)N